1-(3-hexyl-2-hydroxyphenyl)undecan-1-one C(CCCCC)C=1C(=C(C=CC1)C(CCCCCCCCCC)=O)O